2''-bromo-6''-chloro-7''-fluorodispiro[[1,3]dioxolane-2,1'-cyclohexane-4',1''-indene] BrC=1C2(C3=C(C(=CC=C3C1)Cl)F)CCC1(CC2)OCCO1